4-(4-(2-(2-((tert-butoxycarbonyl)(cyclopropylmethyl)amino)pyridin-4-yl)oxazole-4-carboxamido)-3-(difluoromethyl)-1H-pyrazol-1-yl)benzoic acid C(C)(C)(C)OC(=O)N(C1=NC=CC(=C1)C=1OC=C(N1)C(=O)NC=1C(=NN(C1)C1=CC=C(C(=O)O)C=C1)C(F)F)CC1CC1